1-Fluorophenyl-piperidone FC1(CC=CC=C1)N1C(CCCC1)=O